5-(difluoromethyl)-3-[2-(5-fluoropyrimidin-2-yl)oxy-4,6-dimethyl-3-pyridyl]isoxazole FC(C1=CC(=NO1)C=1C(=NC(=CC1C)C)OC1=NC=C(C=N1)F)F